tert-butyl ((3S,6S,9aS)-3-(3-(4-(2-(2-(4-(2,6-dioxopiperidin-3-yl)phenoxy)ethoxy)ethoxy) pyridin-3-yl)azetidine-1-carbonyl)-5-oxooctahydro-1H-pyrrolo[1,2-a]azepin-6-yl)carbamate O=C1NC(CCC1C1=CC=C(OCCOCCOC2=C(C=NC=C2)C2CN(C2)C(=O)[C@@H]2CC[C@H]3N2C([C@H](CCC3)NC(OC(C)(C)C)=O)=O)C=C1)=O